N-(3'',5',5''-tri-t-butyl-1,1':3',1''-terphenyl-4-yl)-N-(1,1'-biphenyl-2-yl)-9,9-dimethyl-9H-fluorene-2-amine C(C)(C)(C)C=1C=C(C=C(C1)C(C)(C)C)C=1C=C(C=C(C1)C(C)(C)C)C1=CC=C(C=C1)N(C1=CC=2C(C3=CC=CC=C3C2C=C1)(C)C)C1=C(C=CC=C1)C1=CC=CC=C1